(2-Bromoethyl) carbamate C(N)(OCCBr)=O